ClC1=CC(=C(C=C1)C1=NC(=CC=2N=C(N(C(C21)=O)C)C)[C@@H]2C[C@@H](OCC2)C2=CC(=NC=C2)C)F 5-(4-chloro-2-fluorophenyl)-2,3-dimethyl-7-((2R,4S)-2-(2-methyl-4-pyridinyl)tetrahydro-2H-pyran-4-yl)pyrido[4,3-d]pyrimidin-4(3H)-one